C(C1=CC=CC=C1)C1=C2C(=NC=C1OCC=1C(=C(C=CC1F)NS(=O)(=O)C=1C(=NC=C(C1)F)OC)F)NN=C2C N-(3-(((4-benzyl-3-methyl-1H-pyrazolo[3,4-b]pyridin-5-yl)oxy)methyl)-2,4-difluorophenyl)-5-fluoro-2-methoxypyridine-3-sulfonamide